4H-1H-purine-2,6-dione N1C(NC2N=CN=C2C1=O)=O